(2E)-4-(dimethylamino)-1-{2-[2-fluoro-4-(trifluoromethyl)phenyl]-3-(pyridin-4-yl)-6,7-dihydropyrazolo[1,5-a]pyrazin-5(4H)-yl}but-2-en-1-one CN(C/C=C/C(=O)N1CC=2N(CC1)N=C(C2C2=CC=NC=C2)C2=C(C=C(C=C2)C(F)(F)F)F)C